CC(=O)NCCCC(=O)SCCNC(=O)CCNC(=O)[C@@H](C(C)(C)COP(=O)(O)OP(=O)(O)OC[C@@H]1[C@H]([C@H]([C@@H](O1)N2C=NC3=C(N=CN=C32)N)O)OP(=O)(O)O)O The molecule is an acyl-CoA resulting from the formal condensation of the thiol group of coenzyme A with the carboxy group of 4-acetamidobutanoic acid. It derives from a butyryl-CoA. It is a conjugate acid of a 4-acetamidobutanoyl-CoA(4-).